6-allyl-N-(1,2,3,4-tetrahydroisoquinolin-7-yl)-6H-pyrimido[5,4-c][2,1]benzothiazin-2-amine 5,5-dioxide C(C=C)N1S(C2=C(C3=C1C=CC=C3)N=C(N=C2)NC2=CC=C3CCNCC3=C2)(=O)=O